2-((5-(7-((1-(5,6-dimethoxypyridazin-3-yl)piperidin-4-yl)methyl)-2,7-diazaspiro[3.5]nonan-2-yl)-1,2,4-triazin-6-yl)oxy)-5-fluoro-N-isopropylbenzamide COC=1C=C(N=NC1OC)N1CCC(CC1)CN1CCC2(CN(C2)C=2N=CN=NC2OC2=C(C(=O)NC(C)C)C=C(C=C2)F)CC1